22-di-fluoromethyl-cholanic acid FC(C(CC(=O)O)[C@@H](C)[C@H]1CC[C@H]2[C@@H]3CCC4CCCC[C@]4(C)[C@H]3CC[C@]12C)F